4-chloro-N-(3-chloro-4-(6-cyano-5-fluoropyridin-2-yl)phenyl)benzenesulfonamide ClC1=CC=C(C=C1)S(=O)(=O)NC1=CC(=C(C=C1)C1=NC(=C(C=C1)F)C#N)Cl